COC1CCC(CC1)O (1s,4s)-4-methoxycyclohexan-1-ol